2-(2,4-Dichloro-phenyl)-1-[4-(5-fluoro-pent-1-ynyl)-phenyl]-5-methyl-1H-imidazole-4-carboxylic acid morpholin-4-ylamide N1(CCOCC1)NC(=O)C=1N=C(N(C1C)C1=CC=C(C=C1)C#CCCCF)C1=C(C=C(C=C1)Cl)Cl